2-(2,6-dioxopiperidin-3-yl)-1-oxo-N-((1R)-2,2,2-trifluoro-1-(spiro[2.5]octan-6-yl)ethyl)isoindoline-5-carboxamide O=C1NC(CCC1N1C(C2=CC=C(C=C2C1)C(=O)N[C@@H](C(F)(F)F)C1CCC2(CC2)CC1)=O)=O